CC1(OB(OC1(C)C)\C=C\C)C 4,4,5,5-tetramethyl-2-[(1E)-prop-1-en-1-yl]-1,3,2-dioxaborolane